2-chloro-N-[(2R)-1-[2-(dimethylamino)ethylamino]-1-oxopropan-2-yl]-4-[[3-[3-(trifluoromethyl)-1H-pyrazol-4-yl]imidazo[1,2-a]pyrazin-8-yl]amino]benzamide ClC1=C(C(=O)N[C@@H](C(=O)NCCN(C)C)C)C=CC(=C1)NC=1C=2N(C=CN1)C(=CN2)C=2C(=NNC2)C(F)(F)F